ClC1=C(C=C(C=C1)C1CCN(CC1)C1=C2C(C(N(C2=CC=C1)C1C(NC(CC1)=O)=O)=O)(C)C)C 3-(4-(4-(4-Chloro-3-methylphenyl)piperidin-1-yl)-3,3-dimethyl-2-oxoindolin-1-yl)piperidine-2,6-dione